2-(2-Aminopyridin-3-yl)-3-(4-(hydroxymethyl)phenyl)-5-methyl-3H-imidazo[4,5-b]pyridine-6-carbonitrile NC1=NC=CC=C1C1=NC=2C(=NC(=C(C2)C#N)C)N1C1=CC=C(C=C1)CO